C(C1=CC=CC=C1)N1C(=NC2=C1C=CC=C2)CCNCCC=2OC1=C(C(=NC=C1)NCC1=NC=CC=C1F)N2 2-(2-((2-(1-benzyl-1H-benzo[d]imidazol-2-yl)ethyl)amino)ethyl)-N-((3-fluoropyridin-2-yl)methyl)oxazolo[4,5-c]pyridin-4-amine